BrC=1C=NN(C1)C(CO)(C)C 2-(4-bromo-1H-pyrazol-1-yl)-2-methyl-1-propanol